(1S,4S)-tert-Butyl 5-(4-((5-chloro-2-fluoro-4-((1-methyl-1H-pyrazol-3-yl)oxy)phenyl)amino)pyrido[3,2-d]pyrimidin-6-yl)-2,5-diazabicyclo[2.2.1]heptane-2-carboxylate ClC=1C(=CC(=C(C1)NC=1C2=C(N=CN1)C=CC(=N2)N2[C@@H]1CN([C@H](C2)C1)C(=O)OC(C)(C)C)F)OC1=NN(C=C1)C